CC1(C(C(OC2=CC=CC=C12)(O)C)(C)C)C pentamethyl-chromanol